C(C)(C)(C)OC(CCCC=1C=NC=CC1N)=O 4-(4-amino-3-pyridinyl)butanoic acid tert-butyl ester